FC(C=1C(=C(C=CC1)[C@@H](C)NC=1C2=C(N=C(N1)C)N=CC(=C2)C2=CC1=CC=CC=C1C=C2)F)F (R)-N-(1-(3-(difluoromethyl)-2-fluorophenyl)ethyl)-2-methyl-6-(naphthalen-2-yl)pyrido[2,3-d]pyrimidin-4-amine